ClC=1C=C(C=2C[C@H](CC2C1)NC=1N=CC2=C(N1)CN(C2=O)[C@@H]2COCC2)C#N |&1:21| (S,S) and (S,R)-6-chloro-2-((5-oxo-6-(tetrahydrofuran-3-yl)-6,7-dihydro-5H-pyrrolo[3,4-d]pyrimidin-2-yl)amino)-2,3-dihydro-1H-indene-4-carbonitrile